ClC1=C(C=CC=C1)[C@H](C)NC1=CC(=C(C(=O)N[C@H](C)\C=C\S(=O)(=O)C)C(=C1)F)F 4-(((S)-1-(2-chlorophenyl)ethyl)amino)-2,6-difluoro-N-((R,E)-4-(methylsulfonyl)but-3-en-2-yl)benzamide